C1(CC1)C1=NOC(=N1)C12CCC(CC1)(CC2)CN(C(=O)N2CCC(CC2)O)C2=CC(=CC=C2)C2=NC(=NO2)C2CC2 N-((4-(3-cyclopropyl-1,2,4-oxadiazol-5-yl)bicyclo[2.2.2]octan-1-yl)methyl)-N-(3-(3-cyclopropyl-1,2,4-oxadiazol-5-yl)phenyl)-4-hydroxypiperidine-1-carboxamide